C(C)(C)(C)NC(=O)NC=1C(=NC=CC1C1=C(C=CC(=C1)F)F)C1=CCC(CC1)(F)F 1-(tert-butyl)-3-(2-(4,4-difluorocyclohex-1-en-1-yl)-4-(2,5-difluorophenyl)pyridin-3-yl)urea